ClC1=CC=C(C=C1)C(N1CCN(CC1)CCOCC(=O)O)C1=CC=CC=C1 [2-[4-[(4-chlorophenyl)phenylmethyl]-1-piperazinyl]ethoxy]acetic acid